BrC=1C(=NC(=NC1Cl)SC)N 5-bromo-6-chloro-2-(methylsulfanyl)pyrimidin-4-amine